2-(4-bromo-2-fluorophenyl)pyrimidine-4-carbaldehyde BrC1=CC(=C(C=C1)C1=NC=CC(=N1)C=O)F